FC(/C=C/C(=O)Cl)(F)F (E)-4,4,4-trifluorobut-2-enoyl chloride